COC1=C2C=C(NC2=CC=C1)C(=O)N1C(C2C(C1)CCC2)C(=O)O 2-(4-methoxy-1H-indole-2-carbonyl)-hexahydro-1H-cyclopenta[c]pyrrole-1-carboxylic acid